5-(2-propoxyphenyl)-1H-[1,2,3]triazolo-[4,5-d]pyrimidin-7(4H)-one C(CC)OC1=C(C=CC=C1)C1=NC(C2=C(N1)N=NN2)=O